C(C)(C)C1=CC(CC=C1)(C(C)C)C(C)C 2,6,6-tri-iso-propyl-1,3-cyclohexadiene